(1R,2S,4R,6R)-2-(4-bromophenyl)-4-cyano-6-((2-fluoro-4-(trifluoromethyl)phenyl)carbamoyl)cyclohexane-1-carboxylic acid BrC1=CC=C(C=C1)[C@@H]1[C@H]([C@@H](C[C@@H](C1)C#N)C(NC1=C(C=C(C=C1)C(F)(F)F)F)=O)C(=O)O